5-hydroxy-6-(4-(pyrimidin-2-ylethynyl)phenethyl)pyrimidin-4(3H)-one OC=1C(NC=NC1CCC1=CC=C(C=C1)C#CC1=NC=CC=N1)=O